NCC1=CC=C(C=C1)C=1N=NN(N1)CC1=CC=C(C(=O)NO)C=C1 4-[[5-[4-(aminomethyl)phenyl]tetrazol-2-yl]methyl]benzohydroxamic acid